(5-(bromomethyl)-1-phenyl-1H-pyrazol-3-yl)benzonitrile BrCC1=CC(=NN1C1=CC=CC=C1)C1=C(C#N)C=CC=C1